FC(C=1C=CC(=NC1)NC1=CC2=C(N=C(S2)NC(=O)C2C(C3C=CC2C3)C(=O)O)C=C1)(F)F 3-[[6-[[5-(trifluoromethyl)-2-pyridinyl]amino]-1,3-benzothiazol-2-yl]carbamoyl]bicyclo[2.2.1]hept-5-ene-2-carboxylic acid